OC1(CC(C1)C(=O)N1CC2(C1)CC(C2)CC2=NC(=C(C=C2)C)C(F)(F)F)C ((1s,3s)-3-Hydroxy-3-methylcyclobutyl)(6-((5-methyl-6-(trifluoromethyl)pyridin-2-yl)methyl)-2-azaspiro[3.3]heptan-2-yl)methanone